5-{2-amino-[1,2,4]triazolo[1,5-a]pyridin-7-yl}-N-{[2-(cyclopentyloxy)-5-fluorophenyl]methyl}-2-ethoxypyridine-3-carboxamide NC1=NN2C(C=C(C=C2)C=2C=C(C(=NC2)OCC)C(=O)NCC2=C(C=CC(=C2)F)OC2CCCC2)=N1